COC1=C(C(=O)O)C=CC(=C1OC)C 2,3-dimethoxy-4-methyl-benzoic acid